ClC=1C=C(C=CC1)C=1N=C(NC1C1=CC=C2C=NNC2=C1)C 6-(4-(3-Chlorophenyl)-2-methyl-1H-imidazol-5-yl)-1H-indazole